5-(ethoxycarbonyl)-4-[(2-methoxyphenyl)carbonyl]-2,6-dimethyl-1,4-dihydropyridine-3-carboxylic acid ethyl ester C(C)OC(=O)C1=C(NC(=C(C1C(=O)C1=C(C=CC=C1)OC)C(=O)OCC)C)C